nitro-1H-indene [N+](=O)([O-])C1C=CC2=CC=CC=C12